6-methyl-3-((triisopropylsilyl)oxy)naphthalene-1-ol CC=1C=C2C=C(C=C(C2=CC1)O)O[Si](C(C)C)(C(C)C)C(C)C